N-[5-[[(3R,4R)-4-[4-Chloro-2-(5-fluoro-2-pyridyl)-1H-imidazol-5-yl]-3-methyl-1-piperidyl]sulfonyl]-4-methyl-thiazol-2-yl]acetamide ClC=1N=C(NC1[C@H]1[C@H](CN(CC1)S(=O)(=O)C1=C(N=C(S1)NC(C)=O)C)C)C1=NC=C(C=C1)F